BrCCC1=CC=C(C=C1)CCC 1-(2-bromoethyl)-4-propylbenzene